3-amino-4-(4-(1-(2-(dimethylamino)-2-carbonylethyl)-1H-pyrazol-4-yl)phenyl)thieno[2,3-b]pyridine-2-carboxamide NC1=C(SC2=NC=CC(=C21)C2=CC=C(C=C2)C=2C=NN(C2)CC(=C=O)N(C)C)C(=O)N